NC1=NC=2C3=C(C(CC2C=N1)(C)C)C(=NN3)C(=O)NC=3SC(=CN3)C 8-amino-4,4-dimethyl-N-(5-methyl-1,3-thiazol-2-yl)-4,5-dihydro-1H-pyrazolo[4,3-H]quinazoline-3-carboxamide